C(CCCCCCCCCCCCCCC(C)C)OC(CCCCCCCCCCCCCCCCCCCCC)=O Isostearylbehenat